N-[(dimethylamino)methylidene]-4-[(E)-2-(4,4,5,5-tetramethyl-1,3,2-dioxaborolan-2-yl)vinyl]benzenesulfonamide CN(C)C=NS(=O)(=O)C1=CC=C(C=C1)\C=C\B1OC(C(O1)(C)C)(C)C